tetrahydrofuran-3-carboxylate O1CC(CC1)C(=O)[O-]